C1(CC1)C1=NC=NC(=C1C1=CC2=C(N=N1)C=CC(N2)=O)OC 3-(4-cyclopropyl-6-methoxypyrimidin-5-yl)-5H-pyrido[3,2-c]pyridazin-6-one